N-(cis-4-(dimethylamino)cyclohexyl)-3-(2-(4-(4-ethoxy-6-((4-methoxybenzyl)oxy)pyridin-3-yl)-2-fluorophenyl)acetamido)-5-(trifluoromethyl)benzamide CN([C@H]1CC[C@H](CC1)NC(C1=CC(=CC(=C1)C(F)(F)F)NC(CC1=C(C=C(C=C1)C=1C=NC(=CC1OCC)OCC1=CC=C(C=C1)OC)F)=O)=O)C